CC1=C(C2=C(N=CN(C2=O)CCN2CCCC2)O1)C(=O)O 6-methyl-4-oxo-3-[2-(pyrrolidin-1-yl)ethyl]-3,4-dihydro-furo[2,3-d]pyrimidine-5-carboxylic acid